3,3'-[[2-(CBZ-amino)-2-[(2-carboxyethoxy)methyl]propane-1,3-diyl]bis(oxy)]dipropionic acid C(=O)(OCC1=CC=CC=C1)NC(COCCC(=O)O)(COCCC(=O)O)COCCC(=O)O